3-(1-(1-(2-(2,6-dioxopiperidin-3-yl)-1,3-dioxoisoindolin-5-yl)piperidine-4-carbonyl)piperidin-4-yl)acrylonitrile O=C1NC(CCC1N1C(C2=CC=C(C=C2C1=O)N1CCC(CC1)C(=O)N1CCC(CC1)C=CC#N)=O)=O